Diisoamyl azelate C(CCCCCCCC(=O)OCCC(C)C)(=O)OCCC(C)C